4-(4-chlorobutyl)styrene ClCCCCC1=CC=C(C=C)C=C1